C(C)(C)(C)OC(NC1CC2=CC=C(C=C2C1)C(F)F)=O (5-(difluoromethyl)-2,3-dihydro-1H-inden-2-yl)carbamic acid tert-butyl ester